CC1=CC=CC(=N1)C1=C(N=CN1)C=1C=C2C(=CC=NC2=CC1)C(=O)OC[C@@H]1NCCCC1 [(2R)-2-piperidyl]methyl 6-[5-(6-methyl-2-pyridyl)-1H-imidazol-4-yl]quinoline-4-carboxylate